FC=1C=C2C(=CNC(C2=CC1F)=O)[C@@H](C)N(C(=O)C=1NC2=CC(=CC(=C2C1)F)F)C |r| Racemic-N-(1-(6,7-difluoro-1-oxo-1,2-dihydroisoquinolin-4-yl)ethyl)-4,6-difluoro-N-methyl-1H-indole-2-carboxamide